OCC=1C(=NNC1)[C@H]1[C@H](N(CCC1)C(=O)OC)CO[C@@H]1CC[C@@H](CC1)C1=CC=CC=C1 methyl (2S,3R)-3-(4-(hydroxymethyl)-1H-pyrazol-3-yl)-2-((((CIS)-4-phenylcyclohexyl)oxy)methyl)-piperidine-1-carboxylate